6-(2,4-dimethoxypyrimidin-5-yl)-8-((1S,2S)-2-(1-(2,2,2-trifluoroethyl)-1H-pyrrolo[2,3-b]pyridin-6-yl)cyclopropyl)imidazo[1,2-b]pyridazine COC1=NC=C(C(=N1)OC)C=1C=C(C=2N(N1)C=CN2)[C@@H]2[C@H](C2)C2=CC=C1C(=N2)N(C=C1)CC(F)(F)F